COC1=C(C=C(C=N1)CC(C(C)C)N)OCCCOC 1-(6-methoxy-5-(3-methoxypropoxy)pyridin-3-yl)-3-methylbutan-2-amine